C1N(CC12OCCNC2)C(=O)N 5-oxa-2,8-diazaspiro[3.5]nonane-2-carboxamide